2-Chloro-4,6-dimethoxy-1,3,5-triazin ClC1=NC(=NC(=N1)OC)OC